C(C)OC1=C(C=CC=C1)C1=CC=C(C(=N1)C(=O)N[C@H]1CN(CC1)C)N1[C@@H](CN(CC1)C(=O)C1(CCCC1)C(F)(F)F)CC 6-(2-ethoxyphenyl)-3-[(2R)-2-ethyl-4-[1-(trifluoromethyl)cyclopentanecarbonyl]piperazin-1-yl]-N-[(3R)-1-methylpyrrolidin-3-yl]pyridine-2-carboxamide